4-((2S,5R)-4-(bis(4-fluorophenyl)methyl)-2,5-dimethylpiperazin-1-yl)-1-methyl-1H-[1,2,4]triazolo[3,4-b]purine FC1=CC=C(C=C1)C(N1C[C@@H](N(C[C@H]1C)C=1C=2N=CN(C2N2C(N1)=NN=C2)C)C)C2=CC=C(C=C2)F